NCC#CC1=C(C=C(C=C1)N1CCNCC1)CO 4-(4-(3-aminoprop-1-yn-1-yl)-3-(hydroxymethyl)phenyl)piperazin